C(C)(C)(C)C1=CC=C(C=C1)C=1NC=CN1 2-(4-(tert-butyl)phenyl)-1H-imidazol